4-(4-(4-(2,6-difluorobenzyl)-5-oxo-4,5-dihydro-1H-1,2,4-triazol-1-yl)phenoxy)-N-neopentylpyridinamide FC1=C(CN2C=NN(C2=O)C2=CC=C(OC3=CC(=NC=C3)C(=O)NCC(C)(C)C)C=C2)C(=CC=C1)F